FC=1C=C(C=CC1)NC(C1=CC(=CC=C1)NC1=CC=C(C=C1)C1=NC=CC=C1)=O N-(3-fluorophenyl)-3-((4-(pyridin-2-yl)phenyl)amino)benzamide